FC1=CC2=C(C=CO2)C(=C1)N1CCN(CC1)CCC1=CC=C2C(C(C(NC2=C1)=O)[2H])[2H] 7-(2-(4-(6-fluorobenzofuran-4-yl)piperazin-1-yl)ethyl)-3,4-dihydroquinolin-2(1H)-one-3,4-d2